(propylcarbamoyl)picolinate C(CC)NC(=O)OC(C1=NC=CC=C1)=O